C(#N)C1=NC2=CC(=CC(=C2N=C1N1CCN(CC1)C1=NC=C(C=C1)C(F)(F)F)[C@@H](C)NC1=C(C(=O)O)C=CC=C1)C (R)-2-((1-(2-cyano-7-methyl-3-(4-(5-(trifluoromethyl)pyridin-2-yl)piperazin-1-yl)quinoxalin-5-yl)ethyl)amino)benzoic acid